The molecule is a cationic sphingoid that is the conjugate acid of 3-dehydrotetradecasphinganine, obtained by protonation of the primary amino function; major species at pH 7.3. It is a conjugate acid of a 3-dehydrotetradecasphinganine. CCCCCCCCCCCC(=O)[C@H](CO)[NH3+]